(1R,3S,5R)-2-(2-(3-acetyl-5-(2-methylpyrimidin-5-yl)-1H-indazol-1-yl)acetyl)-N-(2-fluoro-3-methylbut-2-en-1-yl)-5-methyl-2-azabicyclo[3.1.0]hexane-3-carboxamide C(C)(=O)C1=NN(C2=CC=C(C=C12)C=1C=NC(=NC1)C)CC(=O)N1[C@@H]2C[C@@]2(C[C@H]1C(=O)NCC(=C(C)C)F)C